2-[4-[[(1R,2S)-2-hydroxycyclohexyl]methylamino]pyrido[3,4-d]pyridazin-1-yl]-5-(trifluoromethyl)phenol O[C@@H]1[C@H](CCCC1)CNC=1N=NC(=C2C1C=NC=C2)C2=C(C=C(C=C2)C(F)(F)F)O